C(C)C([NH3+])CC N-diethylmethylammonium